3-hydroxy-4-octadecene OC(CC)C=CCCCCCCCCCCCCC